tert-Butyl N-tert-butoxycarbonyl-N-[[4-cyano-3-methyl-7-[4-(trifluoromethoxy) phenyl]benzimidazol-5-yl]methyl]carbamate C(C)(C)(C)OC(=O)N(C(OC(C)(C)C)=O)CC1=C(C2=C(N=CN2C)C(=C1)C1=CC=C(C=C1)OC(F)(F)F)C#N